NC1=C(C=2C(=NC=C(C2S1)F)C=1C2=C(C=3C=NC(=NC3C1F)OC(C)[C@H]1N(C[C@@H](C1)OC)C)COC2)C#N 2-Amino-7-fluoro-4-(5-fluoro-3-(1-((2S,4R)-4-methoxy-1-methylpyrrolidin-2-yl)ethoxy)-7,9-dihydrofuro[3,4-f]quinazolin-6-yl)thieno[3,2-c]pyridine-3-carbonitrile